7-bromo-4-(phenylcarbamoyl)-3,4-dihydronaphthalene-2,2(1H)-dicarboxylic acid diethyl ester C(C)OC(=O)C1(CC2=CC(=CC=C2C(C1)C(NC1=CC=CC=C1)=O)Br)C(=O)OCC